4-Phenyl-5-((2-((pyridin-3-ylmethyl)amino)pyridin-4-yl)oxy)thiazol-2-amine C1(=CC=CC=C1)C=1N=C(SC1OC1=CC(=NC=C1)NCC=1C=NC=CC1)N